CC1=CC=C(C=C1)C1=NC(=CC(=C1)C1=CC=C(C(=O)O)C=C1)C1=NC=C(C=C1)C 4-[2-(4-methylphenyl)-6-(5-methylpyridin-2-yl)pyridin-4-yl]Benzoic acid